gadolinium 2,2'-{4-[1-carboxy-2-{4-[2-(2-ethoxyethoxy)ethoxy]phenyl}ethyl]-10-[1-carboxylato-3-hydroxypropyl]-1,4,7,10-tetraazacyclododecane-1,7-diyl}bis(4-hydroxybutanoate) C(=O)(O)C(CC1=CC=C(C=C1)OCCOCCOCC)N1CCN(CCN(CCN(CC1)C(C(=O)[O-])CCO)C(CCO)C(=O)[O-])C(C(=O)[O-])CCO.[Gd+3]